FC1=CC=C(C=C1)C(=O)N1[C@@H](C=2N(CC1)C(=NN2)C2=NN1C(C=CC=C1C)=C2)C (R)-(4-fluorophenyl)(8-methyl-3-(7-methylpyrazolo[1,5-a]pyridin-2-yl)-5,6-dihydro-[1,2,4]triazolo[4,3-a]pyrazin-7(8H)-yl)methanone